C(#N)/C(/C(=O)NC=1C=C(C(=O)NC2=CC=CC=C2)C=CC1)=C(\C=1C=NOC1C)/O (Z)-3-(2-cyano-3-hydroxy-3-(5-methylisoxazol-4-yl)acrylamido)-N-phenylbenzamide